C1(CCCCC1)CNCC1=NN(C(=N1)C1=CC=C(C=C1)C(C)C)C1=CC=C(C=C1)F 1-cyclohexyl-N-((1-(4-fluorophenyl)-5-(4-isopropylphenyl)-1H-1,2,4-triazol-3-yl)methyl)methylamine